C1(C=CC(N1CCCCCC(=O)NN[C@@H](C(C)C)C(=O)O)=O)=O 6-(Maleimido)-caproamidyl-L-valine